COC=1C(=NC=CC1)CC#N 2-(3-methoxy-2-pyridyl)acetonitrile